4-[3-(2-methoxyvinyl)phenyl]isoxazole COC=CC=1C=C(C=CC1)C=1C=NOC1